1-(2-(dimethylamino)ethyl)-N1,N2,N2-trimethyl-N4-(4-(5-methyl-1H-indol-3-yl)-7-tosyl-7H-pyrrolo[2,3-d]pyrimidin-2-yl)benzene-1,2,4-triamine CN(CCC1(C(C=C(C=C1)NC=1N=C(C2=C(N1)N(C=C2)S(=O)(=O)C2=CC=C(C)C=C2)C2=CNC1=CC=C(C=C21)C)N(C)C)NC)C